(3,3,3-trifluoro-n-propyl)(2,2,3,3-tetrafluoro-n-propyl) Ether FC(CCOCC(C(F)F)(F)F)(F)F